tert-butyl (S)-4-(3-fluoro-4-(6-methoxy-2-methyl-2H-indazole-5-carboxamido)phenyl)-2-methylpiperazine-1-carboxylate FC=1C=C(C=CC1NC(=O)C1=CC2=CN(N=C2C=C1OC)C)N1C[C@@H](N(CC1)C(=O)OC(C)(C)C)C